N-(2-fluoro-5-((3-methyl-4-oxo-3,4-dihydroquinazolin-6-yl)oxy)phenyl)-1-(4-fluorophenyl)-5-(methylsulfonyl)-1H-pyrazole-3-carboxamide FC1=C(C=C(C=C1)OC=1C=C2C(N(C=NC2=CC1)C)=O)NC(=O)C1=NN(C(=C1)S(=O)(=O)C)C1=CC=C(C=C1)F